O1N(CC1)C(/C=C/C(=O)O)=O (E)-4-(1,2-oxazetidin-2-yl)-4-oxo-but-2-enoic acid